C[C@@H]1COC[C@@H](N1CC=1C=NC2=CC=C(C=C2C1C(C)C)C1=NC(=NC=C1F)N[C@H]1[C@@H](COCC1)O)C (3S,4R)-4-((4-(3-(((3R,5S)-3,5-dimethylmorpholino)methyl)-4-isopropylquinolin-6-yl)-5-fluoropyrimidin-2-yl)amino)tetrahydro-2H-pyran-3-ol